C(CCCCCCC)OC(C=C)=O acrylic acid n-octyl ester